C(C)(C)C1=CC(=C(C(=C1)C)NS(=O)(=O)C=1C=C(C=CC1)CCCCCCC(=O)O)C 7-(3-(N-(4-isopropyl-2,6-dimethylphenyl)sulfamoyl)phenyl)heptanoic acid